(R) or (S)-N'-((6-ethyl-1-methyl-1H-indazol-7-yl)carbamoyl)-5-(2-hydroxypropan-2-yl)thiazole-2-sulfonimidamide C(C)C1=CC=C2C=NN(C2=C1NC(=O)N=[S@](=O)(N)C=1SC(=CN1)C(C)(C)O)C |o1:15|